(2,4-difluorophenyl)-1-(piperazin-1-yl)-3-(4H-1,2,4-triazole-4-yl)propan-2-ol FC1=C(C=CC(=C1)F)C(C(CN1C=NN=C1)O)N1CCNCC1